NC1CCC(CC1)CN1C(\C(\C2=CC=C(C=C12)C#CC(C)(C)O)=C/C=1NC(=CC1C)C)=O (Z)-1-(((1r,4r)-4-aminocyclohexyl)methyl)-3-((3,5-dimethyl-1H-pyrrol-2-yl)methylene)-6-(3-hydroxy-3-methylbut-1-yn-1-yl)indol-2-one